C(C)(=O)O[C@H]1[C@H](N(C[C@@H]1OC(=O)OC(C)(C)C)C(=O)OC(C)(C)C)CC1=CC(=C(C=C1)OC)Br tert-butyl (2R,3S,4S)-3-(acetyloxy)-2-[(3-bromo-4-methoxy phenyl)methyl]-4-[(tert-butoxycarbonyl)oxy]pyrrolidine-1-carboxylate